ClC1=C(C=C(OCC(=O)NC23CC(C2)(C3)C=3OC(=NN3)CN3CC(CC3)(F)F)C=C1)F 2-(4-Chloro-3-fluoro-phenoxy)-N-[3-[5-[(3,3-difluoropyrrolidin-1-yl)methyl]-1,3,4-oxadiazol-2-yl]-1-bicyclo[1.1.1]pentanyl]acetamide